C1(CC1)N1C(=NC2=C1C=C(C(=C2)F)F)C=2C=C(N=NC2)N2CCN(CC2)C(C)=O 1-(4-(5-(1-Cyclopropyl-5,6-difluoro-1H-benzo[d]imidazol-2-yl)pyridazin-3-yl)piperazin-1-yl)ethan-1-one